tert-butyl (3R,4S)-4-((5-(4-(5-(cyclopropylcarbamoyl)-4-fluoro-2-methylphenyl)-1H-imidazol-1-yl)-6-fluoropyridin-3-yl)amino)-3-fluoropiperidine-1-carboxylate C1(CC1)NC(=O)C=1C(=CC(=C(C1)C=1N=CN(C1)C=1C=C(C=NC1F)N[C@@H]1[C@@H](CN(CC1)C(=O)OC(C)(C)C)F)C)F